3-bromo-4-methyl-1H-pyrazol-5-amine BrC1=NNC(=C1C)N